N'-[2-[2-(8-chloro-4-oxo-chromen-2-yl)-5-methoxy-phenoxy]ethyl]oxamide ClC=1C=CC=C2C(C=C(OC12)C1=C(OCCNC(C(N)=O)=O)C=C(C=C1)OC)=O